NC1=C2C(=NC=N1)N(N=C2C2=CC=C(C=C2)OC2=CC=CC=C2)[C@H]2CN(CCC2)C(=O)N2CCN(CC2)C=2C=C1C(N(C(C1=CC2)=O)C2C(NC(CC2)=O)=O)=O 5-(4-((R)-3-(4-amino-3-(4-phenoxyphenyl)-1H-pyrazolo(3,4-d)pyrimidin-1-yl)piperidine-1-carbonyl)piperazin-1-yl)-2-(2,6-dioxopiperidin-3-yl)isoindoline-1,3-dione